2-(5-but-3-yn-2-yloxy-4-chloro-2-fluorophenyl)-4,5,6,7-tetrahydroisoindole-1,3-dione CC(C#C)OC=1C(=CC(=C(C1)N1C(C=2CCCCC2C1=O)=O)F)Cl